triisopropyl(((6-(methoxymethoxy)-8-(4,4,5,5-tetramethyl-1,3,2-dioxaborolane-2-yl)naphthalen-1-yl)ethynyl)silane) C(C)(C)[Si](C#CC1=CC=CC2=CC(=CC(=C12)B1OC(C(O1)(C)C)(C)C)OCOC)(C(C)C)C(C)C